COC(=O)C=1N(NC(=CC1)C1=C(C=CC=C1F)F)NC1=NC=C(C(=C1)F)N1CCOCC1 6-(2,6-difluorophenyl)-2-((4-fluoro-5-morpholinopyridin-2-yl)amino)pyridazine-3-carboxylic acid methyl ester